CC1C=CCC=C1 6-methylcyclohexa-1,4-diene